1,3,5-tris(3,5-di-tertiary butyl-4-hydroxyphenyl-methyl)-2,4,6-trimethylbenzene C(C)(C)(C)C=1C=C(C=C(C1O)C(C)(C)C)CC1=C(C(=C(C(=C1C)CC1=CC(=C(C(=C1)C(C)(C)C)O)C(C)(C)C)C)CC1=CC(=C(C(=C1)C(C)(C)C)O)C(C)(C)C)C